C(O[C@H]1C[C@H](CC1)C1=NN(C(=C1)NC1=CC2=C(CN(S2(=O)=O)CC2=CC=C(C=C2)OC)C=C1)C(C)(C)C)(OC1=CC=C(C=C1)[N+](=O)[O-])=O (1R,3S)-3-(1-(tert-butyl)-5-((2-(4-methoxybenzyl)-1,1-dioxido-2,3-dihydrobenzo[d]isothiazol-6-yl)amino)-1H-pyrazol-3-yl)cyclopentyl (4-nitrophenyl) carbonate